(E)-2-(2-Ethoxy-5-((4-(2-hydroxyethyl)piperazin-1-yl)sulfonyl)phenyl)-5-ethyl-4-oxo-7-propyl-3,4-dihydropyrrolo[2,1-f][1,2,4]triazin-6-carbaldehyd O-(2-hydroxyethyl)oxim OCCO\N=C\C=1C(=C2C(NC(=NN2C1CCC)C1=C(C=CC(=C1)S(=O)(=O)N1CCN(CC1)CCO)OCC)=O)CC